C1(CCCC1)N1CN=CC(=C1)[C@@H]1O[C@@H]([C@H]([C@H]1O)O)CO 1-cyclopentyl-5-((2S,3R,4S,5R)-3,4-dihydroxy-5-(hydroxymethyl)tetrahydrofuran-2-yl)pyrimidine